ClC1=C(C=CC=C1)C1=NC=2N(C(N(C(C2N1C1=CC=C(C=C1)Cl)=O)COC(C(C)(C)C)=O)=O)C(C)C1=CC=C(C(=O)OC)C=C1 methyl 4-[1-[8-(2-chlorophenyl)-7-(4-chlorophenyl)-1-[[(2,2-dimethylpropanoyl)oxy]methyl]-2,6-dioxopurin-3-yl]ethyl]benzoate